C(=O)(O)COC1=CC=C2C=CC(OC2=C1)=O 7-(carboxymethoxy)coumarin